C(C)(=O)OOCCCCN(C(C)C)C1=NC(=C(N=C1)C1=CC=CC=C1)C1=CC=CC=C1.[Ca] Calcium {4-[(5,6-diphenylpyrazin-2-yl) (prop-2-yl) amino] butoxy} acetate